(R)-2-((4-fluorophenyl)amino)-2-oxo-1-phenylethyl 3-amino-6-(1-(1-methylpiperidin-4-yl)-1H-1,2,3-triazol-4-yl)pyrazine-2-carboxylate NC=1C(=NC(=CN1)C=1N=NN(C1)C1CCN(CC1)C)C(=O)O[C@@H](C(=O)NC1=CC=C(C=C1)F)C1=CC=CC=C1